N-(3,5-dichloro-4-(2,6-dioxopiperidin-3-yl)benzyl)-2-(6-fluoro-2-oxo-1,2-dihydropyridin-4-yl)-2-methylpropanamide ClC=1C=C(CNC(C(C)(C)C2=CC(NC(=C2)F)=O)=O)C=C(C1C1C(NC(CC1)=O)=O)Cl